[N+](=O)([O-])C(=C(N)N)[N+](=O)[O-] 1,1-dinitro-2,2-diaminoethylene